2-[5-ethylsulfanyl-6-[6-methyl-5-oxo-7-(trifluoromethyl)imidazo[1,2-c]pyrimidin-2-yl]-3-pyridinyl]-2-methyl-propionitrile C(C)SC=1C=C(C=NC1C=1N=C2N(C(N(C(=C2)C(F)(F)F)C)=O)C1)C(C#N)(C)C